COC1=CC2=C(C3=CN(N=C13)C)C=C(S2)C(CCC(=O)O)=O 4-(4-methoxy-2-methyl-2H-thieno[3,2-e]indazol-7-yl)-4-oxobutanoic acid